FC1=CC=C(C(=O)N[C@H](C(=O)OCC)CC2=CNC3=CC=CC=C23)C=C1 (S)-ethyl 2-(4-fluorobenzamido)-3-(1H-indol-3-yl)propanoate